Methylbut-2-en-1-yl 14,14-dimethyl-3-oxo-1,12,12-triphenyl-2,11,13-trioxa-4-aza-12-silahexadecan-16-oate CC(O[Si](OCCCCCCNC(OCC1=CC=CC=C1)=O)(C1=CC=CC=C1)C1=CC=CC=C1)(CC(=O)OC(C=CC)C)C